C(C=C)(=O)OCCCCC acrylic acid, Pentyl ester